Cis-2-[3-Chloro-6-[5-methyl-1-(3-piperazin-1-ylcyclobutyl)triazol-4-yl]pyrazolo[1,5-a]pyridin-4-yl]oxy-2-(5-fluoro-2-pyridyl)ethanol HCl Cl.ClC=1C=NN2C1C(=CC(=C2)C=2N=NN(C2C)[C@@H]2C[C@@H](C2)N2CCNCC2)OC(CO)C2=NC=C(C=C2)F